(Z)-7,8-diethoxy-5-(2-(1-ethoxy-1-oxoprop-2-ylidene)hydrazino)quinoline-2,4-dicarboxylic acid diethyl ester C(C)OC(=O)C1=NC2=C(C(=CC(=C2C(=C1)C(=O)OCC)N\N=C(/C(=O)OCC)\C)OCC)OCC